CS(=O)(=O)OC=1C2=C(N=C(N1)C1=C(C=CC=C1)C(C)C)C=CC(=N2)OC 2-(2-isopropylphenyl)-6-methoxypyrido[3,2-d]pyrimidin-4-yl methanesulfonate